5-fluoro-2-((4-fluoro-2-methylphenyl)amino)-N-(6-methoxy-2-methylpyridin-3-yl)-4-(trifluoromethyl)benzamide FC=1C(=CC(=C(C(=O)NC=2C(=NC(=CC2)OC)C)C1)NC1=C(C=C(C=C1)F)C)C(F)(F)F